(1S,4s)-4-(2-((1R,3R)-3-hydroxycyclohexylamino)-8-(2,4,6-trichlorophenylamino)-9H-purin-9-yl)cyclohexanecarboxamide O[C@H]1C[C@@H](CCC1)NC1=NC=C2N=C(N(C2=N1)C1CCC(CC1)C(=O)N)NC1=C(C=C(C=C1Cl)Cl)Cl